O=C1N(CCC(N1)=O)C=1C=CC(=NC1)CN1CCC(CC1)N1N=C2C=C(C(=CC2=C1)NC(C1=CN=C(C=C1)C(F)(F)F)=O)C(C)(C)O N-(2-(1-((5-(2,4-dioxotetrahydropyrimidin-1(2H)-yl)pyridin-2-yl)methyl)piperidin-4-yl)-6-(2-hydroxypropan-2-yl)-2H-indazol-5-yl)-6-(trifluoromethyl)nicotinamide